4-(4-bromophenyl)-6-phenyldibenzofuran BrC1=CC=C(C=C1)C1=CC=CC2=C1OC1=C2C=CC=C1C1=CC=CC=C1